4-(2-((1-((2-methoxynaphthalen-1-yl)methyl)naphthalen-2-yl)oxy)ethyl)-4-methylmorpholin-4-ium COC1=C(C2=CC=CC=C2C=C1)CC1=C(C=CC2=CC=CC=C12)OCC[N+]1(CCOCC1)C